N-{3-methyl-4-[(1-methyl-1,3-benzodiazol-5-yl)oxy]phenyl}-6-(piperazin-1-yl)pyrido[3,2-d]pyrimidin-4-amine hydrochloride Cl.CC=1C=C(C=CC1OC1=CC2=C(N(C=N2)C)C=C1)NC=1C2=C(N=CN1)C=CC(=N2)N2CCNCC2